C1C(CC2=CC=CC=C12)NC(=O)C=1C(=NC=CN1)NC(=O)N1CCC(CC1)CNC(CCCCCNC(NC1=CC(=C(C(=O)O)C=C1)C=1C2=CC=C(C=C2OC2=CC(C=CC12)=O)O)=S)=O 4-(3-(6-(((1-((3-((2,3-dihydro-1H-inden-2-yl)carbamoyl)pyrazin-2-yl)carbamoyl)piperidin-4-yl)methyl)amino)-6-oxohexyl)thioureido)-2-(6-hydroxy-3-oxo-3H-xanthen-9-yl)benzoic acid